1,3,5-benzenetricarboxylic acid tri(2-methylcyclohexylamide) CC1C(CCCC1)NC(=O)C1=CC(=CC(=C1)C(=O)NC1C(CCCC1)C)C(=O)NC1C(CCCC1)C